2-Amino-N-{(1S)-1-[1,8-dichloro-5-(5-oxo-1,4-diazepan-1-yl)imidazo-[1,5-a]pyridin-6-yl]ethyl}pyrazolo-[1,5-a]pyrimidine-3-carboxamide trifluoroacetate salt FC(C(=O)O)(F)F.NC1=NN2C(N=CC=C2)=C1C(=O)N[C@@H](C)C=1C=C(C=2N(C1N1CCNC(CC1)=O)C=NC2Cl)Cl